C(C)(C)(C)OC(=O)N1CC(OC2=C(C1)N=C(C=C2)Cl)(C)CC 7-chloro-2-ethyl-2-methyl-2,3-dihydropyrido[2,3-f][1,4]oxazepine-4(5H)-carboxylic acid tert-butyl ester